FC1=CC=C(C=C1)C12CC(C1)(C2)N 3-(4-fluorophenyl)bicyclo[1.1.1]pentan-1-amine